[C@@H]12N(C[C@@H](NC1)CC2)C2=NC(=NC1=C(C(=C(C=C21)Cl)C2=CC=CC1=C2N=C(S1)N)F)OC[C@H]1N(CCC1)C 4-(4-((1s,4S)-2,5-diazabicyclo[2.2.2]octan-2-yl)-6-chloro-8-fluoro-2-(((S)-1-methylpyrrolidin-2-yl)methoxy)quinazolin-7-yl)benzo[d]thiazol-2-amine